6-azabicyclo[3.1.1]heptane-6-carboxamide C12CCCC(N1C(=O)N)C2